NCCCC[C@H](C)NC(OCC1=CC=CC=C1)=O benzyl (S)-(6-aminohexan-2-yl)carbamate